COC(CSC1=NC2=CC=C(C=C2C=C1)C1=CC=C(C=C1)C(F)(F)F)OC 2-(2,2-dimethoxyethylthio)-6-(4-trifluoromethylphenyl)quinoline